FC=1C(=C(C=CC1F)C1C(SC(C1)(C(F)(F)F)C)C(=O)NC=1C=C(SC1)OB(O)O)OC (4-(3-(3,4-difluoro-2-methoxyphenyl)-5-methyl-5-(trifluoromethyl)tetrahydrothiophene-2-carboxamido)thiophen-2-yl)boric acid